COOC1=CC=C(C=C1)C1=COC2=CC(=CC=C2C1=O)OCCCN(C1CCNCC1)C 3-(4-methoxyoxyphenyl)-7-(3-(methyl-(piperidin-4-yl)amino)propoxy)-4H-chromen-4-one